9-[3-(1,1-Dioxo-1λ6-thiomorpholin-4-yl)-prop-1-ynyl]-6,6-dimethyl-8-(4-oxetan-3-yl-piperazin-1-yl)-11-oxo-6,11-dihydro-5H-benzo[b]carbazole-3-carbonitrile O=S1(CCN(CC1)CC#CC1=CC2=C(C(C=3NC4=CC(=CC=C4C3C2=O)C#N)(C)C)C=C1N1CCN(CC1)C1COC1)=O